N-methyl-3-(4-pyridyl)-1-trityl-indazol-5-amine CNC=1C=C2C(=NN(C2=CC1)C(C1=CC=CC=C1)(C1=CC=CC=C1)C1=CC=CC=C1)C1=CC=NC=C1